(S)-2-((S)-2-(((Benzyloxy)carbonyl)amino)-3-methylbutanamido)-4-methylpentanoic acid C(C1=CC=CC=C1)OC(=O)N[C@H](C(=O)N[C@H](C(=O)O)CC(C)C)C(C)C